N-(1-methyl-3-(7-(methylsulfonyl)-2-(trifluoromethyl)-2,3-dihydro-[1,4]dioxino[2,3-c]pyridin-5-yl)-1H-pyrrolo[2,3-c]pyridin-5-yl)acetamide CN1C=C(C=2C1=CN=C(C2)NC(C)=O)C2=NC(=CC1=C2OCC(O1)C(F)(F)F)S(=O)(=O)C